(2-Cyclopropoxy-4-fluorophenyl)(6-(5-(trifluoromethyl)-3-(2-(trifluoromethyl)phenyl)-1H-pyrazol-1-yl)-2-azaspiro[3.3]hept-2-yl)methanone 4-(Iodomethyl)-2-formylphenylacetate ICC1=CC(=C(C=C1)CC(=O)O)C=O.C1(CC1)OC1=C(C=CC(=C1)F)C(=O)N1CC2(C1)CC(C2)N2N=C(C=C2C(F)(F)F)C2=C(C=CC=C2)C(F)(F)F